6-bromo-8-methyl-2H-spiro[imidazo[1,5-a]pyridine-3,8'-tricyclo[5.2.1.0^{2,6}]decane]-1,5-dione BrC1=CC(=C2N(C1=O)C1(C3C4CCCC4C(C1)C3)NC2=O)C